(4-guanidino)phenylalanine N(C(=N)N)C1=CC=C(C[C@H](N)C(=O)O)C=C1